(2-(ethylsulfanyl)phenyl)-4,4-bis(5-methoxy-1H-indol-3-yl)butyramide C(C)SC1=C(C=CC=C1)C(C(=O)N)CC(C1=CNC2=CC=C(C=C12)OC)C1=CNC2=CC=C(C=C12)OC